FCC1=CC=C(C=C1)C1=CC=C(C=C1)CF bis(fluoromethyl)biphenyl